L-1,2-difuranyl-1-ethanone O1C(=CC=C1)C(CC=1OC=CC1)=O